C(C)(C)OC(C)(C)C=1N=C(SC1)NC(=O)C=1N(C=CC1)[C@H](C)C1=CC=NC=C1 (R)-N-(4-(2-isopropoxypropan-2-yl)thiazol-2-yl)-1-(1-(pyridin-4-yl)ethyl)-1H-pyrrole-2-carboxamide